6-oxo-4-(phenylamino)pyran-2-carboxamide O=C1C=C(C=C(O1)C(=O)N)NC1=CC=CC=C1